CC(CNC(=O)C=1SC(=NN1)CCCCC=1N=NC(=CC1)NC(CC1=CC(=CC=C1)OC(F)(F)F)=O)C N-(2-methylpropyl)-5-[4-(6-{2-[3-(trifluoromethoxy)phenyl]acetamido}pyridazin-3-yl)butyl]-1,3,4-thiadiazole-2-carboxamide